C(C)(C)(C)C1=CC=C(COC2=CC=C(C=C2)C2=NOC(=C2)[C@@H]([C@@](CN2N=NN=C2)(O)C2=C(C=C(C=C2)F)F)C)C=C1 (2R,3R)-3-(3-(4-(4-tert-butylbenzyloxy)phenyl)isoxazol-5-yl)-2-(2,4-difluorophenyl)-1-(1H-tetrazol-1-yl)butan-2-ol